1-[4-(4-{[(2,2-dimethyl-2H-1,3-benzodioxol-5-yl)methyl]carbamoyl}-1H-1,2,3-triazol-1-yl)butyl]-N-{[5-(trifluoromethyl)pyridin-3-yl]methyl}-1H-1,2,3-triazole-4-carboxamide CC1(OC2=C(O1)C=CC(=C2)CNC(=O)C=2N=NN(C2)CCCCN2N=NC(=C2)C(=O)NCC=2C=NC=C(C2)C(F)(F)F)C